tert-butyl 4-(4-((4-([1,2,4]triazolo[1,5-a]pyridin-7-yloxy)-3-methylphenyl) amino)-7-methoxypyrido[3,2-d]pyrimidin-6-yl)-3,6-dihydropyridine-1(2H)-carboxylate N=1C=NN2C1C=C(C=C2)OC2=C(C=C(C=C2)NC=2C1=C(N=CN2)C=C(C(=N1)C=1CCN(CC1)C(=O)OC(C)(C)C)OC)C